C1(=CC=CC=C1)CCN(CC)CC phenyltriethylamine